Cl.C(C)C=1C2=C(N=CN1)CNCC2 4-ethyl-5,6,7,8-tetrahydropyrido[3,4-d]pyrimidine hydrochloride